2-bromo-10-methyl-5,6,7,8,9,10-hexahydropyrido[3',2':4,5]pyrrolo[2,3-d]azepine BrC=1C=CC2=C(N(C=3CCNCCC32)C)N1